1-(benzyloxy)-3-(2-(tert-butyl)phenoxy)-2-nitrobenzene C(C1=CC=CC=C1)OC1=C(C(=CC=C1)OC1=C(C=CC=C1)C(C)(C)C)[N+](=O)[O-]